6-(4-chlorophenyl)-N-[(2R)-2,3-dihydroxypropyl]-2-(3-fluorophenyl)-3-oxo-2,3-dihydropyridazine-4-carboxamide ClC1=CC=C(C=C1)C=1C=C(C(N(N1)C1=CC(=CC=C1)F)=O)C(=O)NC[C@H](CO)O